4-((2-(2,4-difluorophenyl)-4-formyl-1H-pyrrol-1-yl)sulfonyl)benzonitrile FC1=C(C=CC(=C1)F)C=1N(C=C(C1)C=O)S(=O)(=O)C1=CC=C(C#N)C=C1